N-(N-p-fluorobenzoyl-L-phenylalanyl)-L-phenylalaninol FC1=CC=C(C(=O)N[C@@H](CC2=CC=CC=C2)C(=O)N[C@@H](CC2=CC=CC=C2)CO)C=C1